3-methyl-2,4-pentanediol benzoate phenylglyoxylate C1(=CC=CC=C1)C(C(=O)OC(C(C(C)OC(C1=CC=CC=C1)=O)C)C)=O